4-(4-(tert-Butyloxycarbonyl)piperazin-1-yl)-5-fluoropyrimidine-2-carboxylic acid C(C)(C)(C)OC(=O)N1CCN(CC1)C1=NC(=NC=C1F)C(=O)O